ClC1=C(C(=O)O)C=CC=C1C=1C=NNC1C 2-chloro-3-(5-methyl-1H-pyrazol-4-yl)benzoic acid